(R,E)-3,7-dimethylnon-6-en-1-ol C[C@@H](CCO)CC\C=C(\CC)/C